ClC=1N=C(C2=C(N1)N(CC2(C)C)C2=CC=C(C=C2)OC2=CC=CC=C2)NC 2-chloro-N,5,5-trimethyl-7-(4-phenoxyphenyl)-6,7-dihydro-5H-pyrrolo[2,3-d]pyrimidin-4-amine